2-Hydroxy-6-methoxy-1-(4-methoxyphenyl)-2-(4-phenylphenyl)-2,3-dihydro-1H-indol-3-one OC1(N(C2=CC(=CC=C2C1=O)OC)C1=CC=C(C=C1)OC)C1=CC=C(C=C1)C1=CC=CC=C1